N-cyclobutyl-6-[4-(3-fluoro-5-formylpyridin-2-yl)-2,3-dihydroindol-1-yl]-8-{[(4-methoxyphenyl)methyl](methyl)amino}imidazo[1,2-b]pyridazine-3-carboxamide C1(CCC1)NC(=O)C1=CN=C2N1N=C(C=C2N(C)CC2=CC=C(C=C2)OC)N2CCC1=C(C=CC=C21)C2=NC=C(C=C2F)C=O